CC=1C=C(C=CC1C)C=1N=C2N(C=CC(=C2)NC)C1 [2-(3,4-Dimethyl-phenyl)-imidazo[1,2-a]pyridin-7-yl]-methyl-amine